2-(3,5-Difluoro-phenyl)-N-{2-[(2-methoxy-ethyl)-methyl-amino]-4-oxo-4H-quinazolin-3-yl}-acetamide FC=1C=C(C=C(C1)F)CC(=O)NN1C(=NC2=CC=CC=C2C1=O)N(C)CCOC